2,5-bis(4'-diethylaminobenzylidene(benzal))cyclopentane C(C)N(C1=CC=C(C=C2C(C=C3CC(CC3)=CC3C(C=CC=C3)=CC3=CC=C(C=C3)N(CC)CC)C=CC=C2)C=C1)CC